OC1=CC=C2C(=NNC2=C1)C=O 6-HYDROXY-1H-INDAZOLE-3-CARBOXALDEHYDE